BrC=1C(=CC(=NC1)OC)OC=1C(=NC(=NC1)N)N 5-((5-bromo-2-methoxypyridin-4-yl)oxy)pyrimidine-2,4-diamine